ClC1=NC(=C(C(=C1Cl)Cl)Cl)Cl 2,3,4,5,6-pentachloropyridine